tetramethyl-p-phenylenediamine CN(C)C1=CC=C(C=C1)N(C)C